C(CCC)C1(C=CC=C1)[Y](C1(C=CC=C1)CCCC)C1(C=CC=C1)CCCC tri(n-butylcyclopentadienyl)yttrium (III)